methyl 7-cyclobutoxy-2-(1-(methoxymethyl)-2-oxabicyclo[2.1.1]hexan-4-yl)imidazo[1,2-a]pyrimidine-6-carboxylate C1(CCC1)OC1=NC=2N(C=C1C(=O)OC)C=C(N2)C21COC(C2)(C1)COC